C(C)N1N=C(C(=C1)NC1=NC=C(C=N1)I)C N-(1-ethyl-3-methyl-1H-pyrazol-4-yl)-5-iodopyrimidin-2-amine